C(C1=CC=CC=C1)SC1=CC2=C(C(=N1)C1=CNC3=CN=C(C=C31)NC(C)=O)OCC(O2)C N-(3-(7-(Benzylthio)-2-methyl-2,3-dihydro-[1,4]dioxino[2,3-c]pyridin-5-yl)-1H-pyrrolo[2,3-c]pyridin-5-yl)acetamide